FC1=C(C=C(C(=C1)F)F)C1=C(C=CC=C1)NC(=O)C=1C(=NN(C1)C)C(F)(F)Cl N-(2',4',5'-trifluoro-biphenyl-2-yl)-3-(chlorodifluoromethyl)-1-methylpyrazol-4-ylcarboxamide